C1N(CC12CCNCC2)C2=CC=C(C=N2)B(O)O [6-(2,7-diazaspiro[3.5]nonan-2-yl)-3-pyridyl]boronic acid